acryloyloxy-2,2,3,3,4,4,5,5,6,6,7,7-dodecafluorooctane C(C=C)(=O)OCC(C(C(C(C(C(C)(F)F)(F)F)(F)F)(F)F)(F)F)(F)F